6-(4-(4-(cyclopropylmethyl)piperazin-1-yl)phenyl)-1,4-dimethyl-2-(4-(methylsulfonyl)phenyl)-1H-imidazo[4,5-c]pyridine C1(CC1)CN1CCN(CC1)C1=CC=C(C=C1)C1=CC2=C(C(=N1)C)N=C(N2C)C2=CC=C(C=C2)S(=O)(=O)C